ClC=1C=C(OC2=CC=C(C=C2)C2CCCN3C2=NS(CC3)(=O)=O)C=CC1 9-[4-(3-chlorophenoxy)phenyl]-3,4,6,7,8,9-hexahydropyrido[2,1-c][1,2,4]thiadiazine 2,2-dioxide